pyridine-1-sulfonamide N1(CC=CC=C1)S(=O)(=O)N